C1(CC1)C[C@@H](C(=O)N1CC2(C[C@H]1C(=O)N)C(NC1=C(O2)N=C(C=C1)C)=O)NC (5'S)-1'-((S)-3-cyclopropyl-2-(methylamino)propanoyl)-6-methyl-2-oxo-1,2-dihydrospiro[pyrido[2,3-b][1,4]oxazine-3,3'-pyrrolidine]-5'-carboxamide